OC1=CC=C(C=C1)C(CC(C)C)(C)C1=CC=C(C=C1)O 4-[1-(4-hydroxyphenyl)-1,3-dimethyl-butyl]phenol